5-(2-chlorobenzoyl)amino-3-(1,2,3,4,5,8-hexahydroindolizin-7-yl)-1H-indole ClC1=C(C(=O)NC=2C=C3C(=CNC3=CC2)C2=CCN3CCCC3C2)C=CC=C1